C(C)(C)(C)OC(=O)N1CCC(=CC1)C1=NC(=CC=C1)OCC1=CC(=NC=C1)OC(F)F 6-((2-(difluoromethoxy)pyridin-4-yl)methoxy)-3',6'-dihydro-[2,4'-bipyridine]-1'(2'H)-carboxylic acid tert-butyl ester